methyl ((3-fluoro-2-(((R)-5-hydroxypentan-2-yl)oxy)-4-methylphenyl)sulfonyl)-L-prolinate FC=1C(=C(C=CC1C)S(=O)(=O)N1[C@@H](CCC1)C(=O)OC)O[C@H](C)CCCO